(E)-(4-(1-(4-(4-(2-(1-(2-(2,6-dioxopiperidin-3-yl)-1-oxoisoindolin-5-yl)piperidin-4-yl)ethyl)piperazin-1-yl)phenyl)-2-phenylbut-1-en-1-yl)phenyl)boronic acid O=C1NC(CCC1N1C(C2=CC=C(C=C2C1)N1CCC(CC1)CCN1CCN(CC1)C1=CC=C(C=C1)\C(=C(/CC)\C1=CC=CC=C1)\C1=CC=C(C=C1)B(O)O)=O)=O